O[C@@]1(C(N(CC1)C)=O)C1=CC(=NO1)C=1C=C(C(N)=N)C=CC1 (R)-3-(5-(3-hydroxy-1-methyl-2-oxopyrrolidin-3-yl)isoxazol-3-yl)benzimidamide